(9Z,27Z)-hexatriaconta-9,27-dien-18-yl (2S)-2-((S)-2-amino-5-guanidinopentanamido)-3-hydroxybutanoate N[C@H](C(=O)N[C@H](C(=O)OC(CCCCCCC\C=C/CCCCCCCC)CCCCCCCC\C=C/CCCCCCCC)C(C)O)CCCNC(=N)N